(1-(1-(4-(trifluoromethyl)phenyl)-1H-pyrazolo[4,3-b]pyridin-3-yl)pyrrolidin-3-yl)acrylamide FC(C1=CC=C(C=C1)N1N=C(C2=NC=CC=C21)N2CC(CC2)C(C(=O)N)=C)(F)F